(±)-1-((2-Chloro-4-(4-(6-chloropyridin-2-yl)-trans-2,3-dimethylpiperazine-1-carbonyl)phenyl)sulfinyl)-3,3-difluoropentan-2-one ClC1=C(C=CC(=C1)C(=O)N1[C@H]([C@@H](N(CC1)C1=NC(=CC=C1)Cl)C)C)[S@](=O)CC(C(CC)(F)F)=O |&1:24|